CC=1C=C(C=2N(C(C=C(N2)N2CCOCC2)=O)C1)C(C)NC1=CC=CC=C1 (+)-7-Methyl-2-(morpholin-4-yl)-9-(1-phenylaminoethyl)-pyrido[1,2-a]-pyrimidin-4-one